2,2,2-trichloroethanecarbonyl isocyanate ClC(CC(=O)N=C=O)(Cl)Cl